1,2,3-trimethoxy-9H-fluorene-9-one COC1=C(C(=CC=2C3=CC=CC=C3C(C12)=O)OC)OC